N1(CCCCC1)C1=NC=C(C=N1)OC1=CN=C(S1)NC(OC(C)(C)C)=O tert-butyl (5-((2-(piperidin-1-yl)pyrimidin-5-yl)oxy)thiazol-2-yl)carbamate